C1(CCCCC1)C1=NN(C(=C1P(C1=CC=CC=C1)C1=CC=CC=C1)C1CCCCC1)C 3,5-dicyclohexyl-4-(diphenylphosphino)-1-methyl-1H-pyrazole